2-(1H-imidazol-1-yl)-N-(1,4,4-trimethylpyrrolidin-3-yl)isonicotinamide N1(C=NC=C1)C=1C=C(C(=O)NC2CN(CC2(C)C)C)C=CN1